CN1C(NC=2C1=NC(=CC2)C2CCN(CC2)CC(=O)OC(C)(C)C)=O tert-butyl 2-[4-(3-methyl-2-oxo-1H-imidazo[4,5-b]pyridin-5-yl)-1-piperidyl]acetate